N,N-dimethyl-2-oxospiro[indole-3,3'-pyrrolidine]-5-carboxamide CN(C(=O)C=1C=C2C(=CC1)NC(C21CNCC1)=O)C